O1CCC(CC1)C1C(CNC1)C(=O)O 4-(tetrahydro-2H-pyran-4-yl)pyrrolidine-3-carboxylic acid